6-(4-methoxyphenyl)-5-(1-methyl-1H-imidazol-2-ylamino)-2,3-diphenylpyrazolo[1,5-a]pyrimidin-7(4H)-one COC1=CC=C(C=C1)C1=C(NC=2N(C1=O)N=C(C2C2=CC=CC=C2)C2=CC=CC=C2)NC=2N(C=CN2)C